OC=1C=C(C2OC3=CC=CC=C3C(C2)=O)C=CC1 3'-hydroxyflavanone